6-{[4-Hydroxy-5-(methylcarbamoyl)pyridin-2-yl]amino}pyridine-3-carboxylic acid OC1=CC(=NC=C1C(NC)=O)NC1=CC=C(C=N1)C(=O)O